2-(tert-butyl)-N-(2-(difluoromethyl)-4-(6-(1-methyl-1H-pyrazol-4-yl)pyrazolo[1,5-a]pyrazin-4-yl)benzyl)-2H-1,2,3-triazole-4-carboxamide C(C)(C)(C)N1N=CC(=N1)C(=O)NCC1=C(C=C(C=C1)C=1C=2N(C=C(N1)C=1C=NN(C1)C)N=CC2)C(F)F